BrC1=CC=C(C(=C1C(=O)N(COCC[Si](C)(C)C)C=1N=NN(C1)C)F)F 6-bromo-2,3-difluoro-N-(1-methyl-1H-1,2,3-triazol-4-yl)-N-((2-(trimethylsilyl)ethoxy)methyl)benzamide